((butylazanediyl)bis((4-(tributylsilyl)phenyl)phosphanediyl))bis(2,1-phenylene) dimethanesulfonate CS(=O)(=O)OC1=C(C=CC=C1)P(N(P(C1=CC=C(C=C1)[Si](CCCC)(CCCC)CCCC)C1=C(C=CC=C1)OS(=O)(=O)C)CCCC)C1=CC=C(C=C1)[Si](CCCC)(CCCC)CCCC